methyl 2-((3-chloro-4-fluoro-2-formylphenyl) amino)-5-fluoro-4-(trifluoromethyl)-benzoate ClC=1C(=C(C=CC1F)NC1=C(C(=O)OC)C=C(C(=C1)C(F)(F)F)F)C=O